(trimethylsiloxy)silane C[Si](O[SiH3])(C)C